N-(2-(2-(1-hydroxy-2-oxo-2-((thiophen-2-ylmethyl)amino)ethyl)pyrrolidin-1-yl)-2-oxoethyl)-6-(3-(piperidin-1-yl)propoxy)quinoline-4-carboxamide OC(C(NCC=1SC=CC1)=O)C1N(CCC1)C(CNC(=O)C1=CC=NC2=CC=C(C=C12)OCCCN1CCCCC1)=O